P(SC)(OC)[O-] dimethyl thiophosphite